FC(C1=NN=C(O1)C1=C(C=C(C=C1)CN1N=C(N=N1)C1=CC2=C(N(C(=N2)N)C)C=C1)F)F 5-[2-[[4-[5-(Difluoromethyl)-1,3,4-oxadiazol-2-yl]-3-fluorophenyl]methyl]tetrazol-5-yl]-1-methylbenzimidazol-2-amine